(6aR,7R,10aS)-4-(2-fluorophenyl)-7,10a-dimethyl-8-oxo-2-(6-phenylpyridin-3-yl)-5,6,6a,7,8,10a-hexahydrobenzo[h]quinazoline-9-carbonitrile FC1=C(C=CC=C1)C1=NC(=NC=2[C@]3([C@H](CCC12)[C@H](C(C(=C3)C#N)=O)C)C)C=3C=NC(=CC3)C3=CC=CC=C3